ClC1=CC=C(N=N1)N1[C@@H]2[C@H](OCC1)CCN(C2)CCF (4aS,8aR)-4-(6-chloropyridazin-3-yl)-6-(2-fluoroethyl)-3,4a,5,7,8,8a-hexahydro-2H-pyrido[4,3-b][1,4]oxazine